C(C)(C)(C)OC(=O)N1[C@@H](CCC1)C=1N(C(=C(N1)C1=CC=C(C=C1)C(NC1=NC=CC(=C1)CC)=O)C(N)=O)N (S)-2-(1-amino-5-carbamoyl-4-(4-((4-ethylpyridin-2-yl)carbamoyl)phenyl)-1H-imidazol-2-yl)pyrrolidine-1-carboxylic acid tert-butyl ester